IC1=CC=C(NC=O)C=C1 para-iodoformanilide